1-(4-fluorophenyl)-N-(5-methyl-5-azaspiro[2.4]heptan-7-yl)-3,4-dihydroisoquinoline-2(1H)-carboxamide FC1=CC=C(C=C1)C1N(CCC2=CC=CC=C12)C(=O)NC1CN(CC12CC2)C